(R)- and (S)-ethyl 2-(5-(trifluoromethyl)-4,5,6,7-tetrahydro-1H-benzo[d]imidazol-2-yl)isoindoline-4-carboxylate FC([C@H]1CC2=C(NC(=N2)N2CC=3C=CC=C(C3C2)C(=O)OCC)CC1)(F)F |r|